ClC1=CC=C(C(NC=2C=C(C=3NC4=CC=C(C=C4C3C2)Cl)CCNC(=N)N)=N)C=C1 4-Chloro-N-(6-chloro-1-(2-guanidinoethyl)-9H-carbazol-3-yl)benzimidamide